thia-1,3,7-triazaspiro[4.5]decane-7-carboxamide N1SNCC12CN(CCC2)C(=O)N